4-azido-2-(4,4-difluoropiperidin-1-yl)pyrimidine N(=[N+]=[N-])C1=NC(=NC=C1)N1CCC(CC1)(F)F